2-((4-(2-(4-chloro-2-fluorophenyl)-2-methylbenzo[d][1,3]dioxol-4-yl)piperidin-1-yl)methyl)-1-(isoxazol-5-ylmethyl)-1H-imidazole-4-carbaldehyde ClC1=CC(=C(C=C1)C1(OC2=C(O1)C=CC=C2C2CCN(CC2)CC=2N(C=C(N2)C=O)CC2=CC=NO2)C)F